N,N-dimethyl-1-azatricyclo[6.4.1.04,13]trideca-2,4(13),5,7-tetraen-11-amine CN(C1CCC2=CC=CC=3C=CN(C1)C32)C